3,5-dichlorobenzyl-5-methyl-4-oxo-3-(1-propyl-1H-pyrazol-4-yl)-4,5-dihydro-3H-pyrrolo[2,3-c]quinolin-1-yl-carbamate ClC=1C=C(CN(C([O-])=O)C2=CN(C=3C(N(C=4C=CC=CC4C32)C)=O)C=3C=NN(C3)CCC)C=C(C1)Cl